(3-phenyl-1-butyn-3-oxy)dimethylphenylsilane C1(=CC=CC=C1)C(C#C)(C)O[Si](C1=CC=CC=C1)(C)C